NC(CC(=O)O)C(F)(F)F 3-Amino-4,4,4-trifluorobutyric acid